N-(3',4',5'-trifluorobiphenyl-2-yl)-3-fluoromethyl-1-methylpyrazol-4-yl-carboxamide FC=1C=C(C=C(C1F)F)C1=C(C=CC=C1)NC(=O)C=1C(=NN(C1)C)CF